tert-butyl 4-(2-(4-chloro-2-fluorobenzyl) oxazolo[4,5-b]pyridin-7-yl)-3,6-dihydropyridine-1(2H)-carboxylate ClC1=CC(=C(CC=2OC=3C(=NC=CC3C=3CCN(CC3)C(=O)OC(C)(C)C)N2)C=C1)F